(3s,5s)-3-aminomethyl-6-benzyloxy-5-methyl-hexanoic acid NC[C@H](CC(=O)O)C[C@@H](COCC1=CC=CC=C1)C